BrC1=CC=CC=2C=3N(C(=NC12)[C@@](N)(C)C(=O)NCC(C)(C)O)N=C(N3)C=3C=NN(C3)C 2-[7-bromo-2-(1-methyl-1H-pyrazol-4-yl)[1,2,4]triazolo[1,5-c]quinazolin-5-yl]-N-(2-hydroxy-2-methylpropyl)-D-alaninamide